BrC1=CC=CC(=N1)C=1N2C(=NN1)C(CC2(C)C)C 3-(6-bromopyridin-2-yl)-5,5,7-trimethyl-6,7-dihydro-5H-pyrrolo[2,1-C][1,2,4]triazole